BrC=1C=C(C=CC1)C(C(=O)OC)C1CCC1 Methyl (3-bromophenyl)(cyclobutyl)acetate